(S)-2-oxoimidazolidine-1,3,4-tricarboxylic acid 3,4-dibenzyl ester 1-tert-butyl ester C(C)(C)(C)OC(=O)N1C(N([C@@H](C1)C(=O)OCC1=CC=CC=C1)C(=O)OCC1=CC=CC=C1)=O